N1C(=CC2=CC=CC=C12)C1=NC2=C(N1C)C=CC(=C2)C(=O)N2C[C@@H](CCC2)NC(OC(C)(C)C)=O 1,1-Dimethylethyl ((3R)-1-{[2-(1H-indol-2-yl)-1-methyl-1H-benzimidazol-5-yl]carbonyl}-3-piperidinyl)carbamate